COC=1C=CC=2N(C1)N=C(N2)C2=C1C=C(N=CC1=C(N=C2)NC([2H])([2H])[2H])NC(=O)C2C(C2)C N-(5-(6-methoxy-[1,2,4]triazolo[1,5-a]pyridin-2-yl)-8-((methyl-d3)amino)-2,7-naphthyridin-3-yl)-2-methylcyclopropane-1-carboxamide